2-(2,6-dioxopiperidin-3-yl)-5-(6-((1-(2-(4-(1,2-diphenylbut-1-en-1-yl)phenoxy)ethyl)piperidin-4-yl)methyl)-3,6-diazabicyclo[3.1.1]heptan-3-yl)isoindoline-1,3-dione O=C1NC(CCC1N1C(C2=CC=C(C=C2C1=O)N1CC2N(C(C1)C2)CC2CCN(CC2)CCOC2=CC=C(C=C2)C(=C(CC)C2=CC=CC=C2)C2=CC=CC=C2)=O)=O